ClC1=CC=C(C=C1)C(OC1CCN(CC1)CCSC=1SC2=C(N1)C=CC=C2)C2=NC=CC=C2 2-[[2-[4-[(4-chlorophenyl)-2-pyridylmethoxy]-1-piperidinyl]ethyl]thio]benzothiazole